NC1=C2N=CN(C2=NC=N1)C[C@@H](C)OCP(OCCSCCCCCCCCCC#CC1=CC=C(C=C1)C(C)(C)C)(O)=O 2-((11-(4-(tert-butyl)phenyl)undec-10-yn-1-yl)thio)ethyl hydrogen ((((R)-1-(6-amino-9H-purin-9-yl)propan-2-yl)oxy)methyl)phosphonate